O=C1N(C(C2=CC=CC=C12)=O)C(C(F)F)C=1C=C(C=NC1)NC(OC(C)(C)C)=O tert-Butyl (5-(1-(1,3-dioxoisoindolin-2-yl)-2,2-difluoroethyl)pyridin-3-yl)carbamate